N-((6-(3-(dimethylamino)phenyl)pyrido[3,2-c]pyridazin-3-yl)methyl)-4-methyl-3-(methylsulfonyl)benzamide CN(C=1C=C(C=CC1)C=1C=CC=2N=NC(=CC2N1)CNC(C1=CC(=C(C=C1)C)S(=O)(=O)C)=O)C